ClC1=CC=CC2=CC(=CC=C12)Cl 1,6-dichloronaphthalene